N-((1-(6-(6-(difluoromethyl)imidazo[1,2-b]pyridazin-3-yl)pyrimidin-4-yl)-4-hydroxypiperidin-3-yl)methyl)methanesulfonamide FC(C=1C=CC=2N(N1)C(=CN2)C2=CC(=NC=N2)N2CC(C(CC2)O)CNS(=O)(=O)C)F